O=S1(CCN(CC1)C(=O)C1=C(C(=C(C=C1)[N+](=O)[O-])C)N1CCCC1)=O (1,1-dioxo-1,4-thiazinan-4-yl)-(3-methyl-4-nitro-2-pyrrolidin-1-ylphenyl)methanone